ClC1=CC=C(C=C1)NC=1C(C(C1NCCC1=C(C=CC=C1)C(F)(F)F)=O)=O 3-[(4-Chlorophenyl)amino]-4-({2-[2-(trifluoromethyl)phenyl]ethyl}amino)cyclobut-3-ene-1,2-dione